8-((4-bromo-2-fluorophenyl)amino)-7-methyl-4-phenyl-3,4-dihydro-2,7-naphthyridine-1,6(2H,7H)-dione BrC1=CC(=C(C=C1)NC=1N(C(C=C2C(CNC(C12)=O)C1=CC=CC=C1)=O)C)F